(1R,4s)-4-(8-(2,6-dichloro-4-cyanophenylamino)-2-((S)-1-hydroxybutan-2-ylamino)-9H-purin-9-yl)cyclohexanecarboxamide ClC1=C(C(=CC(=C1)C#N)Cl)NC=1N(C2=NC(=NC=C2N1)N[C@H](CO)CC)C1CCC(CC1)C(=O)N